CC1=NOC(=C1C1=CC2=C(N(C(=N2)[C@@H]2CCCC(N2C=2C=NC(=CC2)C(F)(F)F)=O)[C@H]2CC3=C(N=C(S3)C)CC2)C=C1)C (S)-6-(5-(3,5-Dimethylisoxazol-4-yl)-1-((R)-2-methyl-4,5,6,7-tetrahydrobenzo[d]thiazol-6-yl)-1H-benzo[d]imidazol-2-yl)-1-(6-trifluoromethylpyridin-3-yl)-piperidin-2-one